FC=1C=C(C=C(C1[C@H]1N([C@@H](CC2=C3C(=CC=C12)NN=C3)C)CC(F)(F)F)F)NC3CNC3 N-(3,5-difluoro-4-((6S,8R)-8-methyl-7-(2,2,2-trifluoroethyl)-6,7,8,9-tetrahydro-3H-pyrazolo[4,3-f]isoquinolin-6-yl)phenyl)azetidin-3-amine